C1(=CC=CC=C1)[As](O)(O)=O Phenylarsonic Acid